(1R,2R,4S,5S,7s)-9-methyl-3-oxa-9-azatricyclo[3.3.1.02,4]nonan-7-yl (S)-3-hydroxy-2-phenylpropanoate CN1[C@@H]2CC(C[C@H]1[C@H]3[C@@H]2O3)OC(=O)[C@H](CO)C4=CC=CC=C4